NC(C(CCC(=O)OC(C)(C)C)N1C(C2=CC=C(C=C2C1)C(CN(C)C(=O)C12CCC(CC1)CC2)=O)=O)=O tert-butyl 5-amino-4-(5-(N-(bicyclo[2.2.2]octane-1-carbonyl)-N-methylglycyl)-1-oxoisoindolin-2-yl)-5-oxopentanoate